Copper-indium sulfur [S].[In].[Cu]